2,6-bis-2-tolylpyrimidine-4-carboxylic acid ethyl ester C(C)OC(=O)C1=NC(=NC(=C1)C1=C(C=CC=C1)C)C1=C(C=CC=C1)C